ClC=1C(=NC(=NC1)NC1CCOCC1)C=1C=C2C(=NC1)CN(C2=O)[C@@H](C(=O)N[C@H](CO)C2=CC(=CC(=C2)OC)F)C (2R)-2-(3-{5-chloro-2-[(oxan-4-yl)amino]pyrimidin-4-yl}-5-oxo-5H,6H,7H-pyrrolo[3,4-b]pyridin-6-yl)-N-[(1S)-1-(3-fluoro-5-methoxyphenyl)-2-hydroxyethyl]propanamide